FC(C1=CC(=NC=C1)NC1=CC=C(C(=N1)C(=O)N1[C@H](CCC(C1)(F)F)CNC(C)=O)C)F (R)-N-((1-(6-((4-(difluoromethyl)pyridin-2-yl)amino)-3-methylpyridine-2-carbonyl)-5,5-difluoropiperidin-2-yl)methyl)acetamide